BrC=1C=C(C(=O)N)C=C(C1C1C(NC(CC1)=O)=O)Cl 3-bromo-5-chloro-4-(2,6-dioxopiperidin-3-yl)benzamide